CN(C1(COC1)CC=1SC2=C(N1)C=C(C=C2)B2OC(C(O2)(C)C)(C)C)C N,N-dimethyl-3-((5-(4,4,5,5-tetramethyl-1,3,2-dioxaborolan-2-yl)benzo[d]thiazol-2-yl)methyl)oxetan-3-amine